C(C1=CC=CC=C1)OC(=O)N1[C@H]2[C@H](NC[C@@H]1CC2)CCO (1R,2R,5S)-benzyl-2-(2-hydroxyethyl)-3,8-diazabicyclo[3.2.1]octane-8-Carboxylate